O1CC(CC2=CC=3NC=4C=CC=CC4C3C=C21)=O 3H,6H-pyrano[5,6-b]carbazol-3-one